5-(4-cyclohexylphenyl)-N,N-dimethyl-7-oxo-4,7-dihydropyrazolo[1,5-a]pyrimidine-3-carboxamide C1(CCCCC1)C1=CC=C(C=C1)C=1NC=2N(C(C1)=O)N=CC2C(=O)N(C)C